5-chloro-2-(difluoromethyl)-N-((1r,4r)-4-((6-fluoro-3-(5-(2-hydroxyethoxy)pyridin-2-yl)-2-oxo-2,3-dihydro-1H-benzo[d]imidazol-1-yl)methyl)cyclohexyl)nicotinamide ClC=1C=NC(=C(C(=O)NC2CCC(CC2)CN2C(N(C3=C2C=C(C=C3)F)C3=NC=C(C=C3)OCCO)=O)C1)C(F)F